C(#N)C1=C(C=C(C=C1)NC([C@@](CN1C=CC2=C(C=CC=C12)[N+](=O)[O-])(C)O)=O)C(F)(F)F (S)-N-(4-cyano-3-(trifluoromethyl)phenyl)-2-hydroxy-2-methyl-3-(4-nitro-1H-indol-1-yl)propionamide